ClC1=C(C(=[N+](C=C1)[O-])C)C1=CC=C(C=C1)NC([C@@H](NC(=O)C1=CC=NN1C(C=C)C=C)C1CCC(CC1)C)=O 4-chloro-2-methyl-3-(4-((2S)-2-(4-methylcyclohexyl)-2-(1-(penta-1,4-dien-3-yl)-1H-pyrazole-5-carboxamido)acetamido)phenyl)pyridine 1-oxide